COC=1C=C2C(=CC=NC2=CC1OC)OC1=CC=C(C=C1)N1C(N(CC1=O)C1=CC(=CC(=C1)C(F)(F)F)OCCN1CCN(CC1)C)=O 3-{4-[(6,7-dimethoxy-4-quinolinyl)oxy]phenyl}-1-{3-[2-(4-methyl-1-piperazinyl)ethoxy]-5-(trifluoromethyl)phenyl}-2,4-imidazolidinedione